[N+](=O)([O-])C1=CC=C(CS(=O)(=O)C2=CC=C(C=C2)SC2=NC=CC(=N2)N)C=C1 2-((4-((4-nitrobenzyl)sulfonyl)phenyl)thio)pyrimidin-4-amine